6-(4-(hydroxymethyl)-1H-1,2,3-triazol-1-yl)-2,4-dimethylpyridine-3-carbonitrile OCC=1N=NN(C1)C1=CC(=C(C(=N1)C)C#N)C